NC=1C(=CC(=NC1)C#N)C 5-amino-4-methylpyridine-2-carbonitrile